FC1(CNCCC1NC(=O)C1=C(OC2=C1C=C(C=C2F)OCC=2C(=NC=CC2)C(F)(F)F)C)F N-(3,3-difluoropiperidin-4-yl)-7-fluoro-2-methyl-5-((2-(trifluoro-methyl)pyridin-3-yl)methoxy)benzofuran-3-carboxamide